C1C2N(C3=NC=CC=C3C1C2)C(=O)N 3,4-dihydro-2,4-methylene-1,8-naphthyridine-1(2H)-carboxamide